F[P-](F)(F)(F)(F)F.C(CCCCCCCCC)N1C(N(C=C1)C)C 1-decyl-2,3-dimethylimidazole hexafluorophosphate